[Na].ClC=1C(=NC=CC1S)CO 3-chloro-2-(hydroxymethyl)pyridine-4-thiol sodium salt